COC1=NC=NC(=C1C1=CNC2=NC(=CC=C21)NC(=O)NC[C@H](CN(C)C)F)OC (R)-1-(3-(4,6-dimethoxypyrimidin-5-yl)-1H-pyrrolo[2,3-b]pyridin-6-yl)-3-(3-(dimethylamino)-2-fluoropropyl)urea